C(CC)C1=CC(=C(C(=C1)F)C1=CC=CC=C1)F p-propyl-2,6-difluorobiphenyl